methyl 5-amino-2-bromo-3-chloro-benzoate NC=1C=C(C(=C(C(=O)OC)C1)Br)Cl